(imino)(3-methoxy-4-nitrophenyl)-lambda6-sulfane N=[SH3]C1=CC(=C(C=C1)[N+](=O)[O-])OC